(3-bromo-[1,1'-biphenyl]-4-yl)boric acid BrC=1C=C(C=CC1OB(O)O)C1=CC=CC=C1